C(C)NC(=O)C1=CC=C(C=C1)CNC(=O)C1=CC=C2CCC=3C=CC=C1C32 N-{[4-(ethylcarbamoyl)-phenyl]methyl}-1,2-dihydroacenaphthylene-5-carboxamide